methyl 5-[[1-(tert-butoxycarbonylamino)cyclopropyl]methoxy]-2-chloro-pyridine-3-carboxylate pyridine-3-carboxylate N1=CC(=CC=C1)C(=O)O.C(C)(C)(C)OC(=O)NC1(CC1)COC=1C=C(C(=NC1)Cl)C(=O)OC